2,6-dichlorothiophenol ClC1=C(C(=CC=C1)Cl)S